N(C(=N)N)I Guanidinoiodide